ClC1=C(C(=CC=C1)F)C(=O)C1C(C(C1)(F)F)(C)C (2-chloro-6-fluoro-phenyl)-(3,3-difluoro-2,2-dimethyl-cyclobutyl)methanone